N-(4-((1-formylpiperidin-4-yl)oxy)-3-cyanophenyl)-N-benzylbenzenesulfonamide C(=O)N1CCC(CC1)OC1=C(C=C(C=C1)N(S(=O)(=O)C1=CC=CC=C1)CC1=CC=CC=C1)C#N